1-(4-((3-(1H-imidazol-1-yl)benzyl)(3-methoxybenzyl)amino)benzyl)piperazine-2,5-dione N1(C=NC=C1)C=1C=C(CN(C2=CC=C(CN3C(CNC(C3)=O)=O)C=C2)CC2=CC(=CC=C2)OC)C=CC1